COC(=O)C=1N2C3=C(C(=C(C=C3C(C1)=C=O)F)\C=C\OCC)CCC2 (E)-8-(2-ethoxyvinyl)-9-fluoro-1-carbonyl-6,7-dihydro-1H,5H-pyrido[3,2,1-ij]quinoline-3-carboxylic acid methyl ester